N-(3-(4-morpholino-6-(pyridin-3-yl)thieno[3,2-d]pyrimidin-2-yl)phenyl)thiazole O1CCN(CC1)C=1C2=C(N=C(N1)C=1C=C(C=CC1)N1CSC=C1)C=C(S2)C=2C=NC=CC2